(S)-6-(4-(1-(2-aminopropyl)-6-oxo-1,6-dihydropyridin-3-carbonyl)piperazin-1-yl)nicotinonitrile N[C@H](CN1C=C(C=CC1=O)C(=O)N1CCN(CC1)C1=NC=C(C#N)C=C1)C